3,4-dihydro-2H-pyrido[3,2-b][1,4]oxazin O1C2=C(NCC1)N=CC=C2